M-fluorophenylacetic acid FC=1C=C(C=CC1)CC(=O)O